COC(C1=CC=CC(=C1)Cl)=O 5-chlorobenzoic acid methyl ester